4-[5-amino-3-(1,1-dimethylethyl)-1H-pyrazol-1-yl]benzonitrile NC1=CC(=NN1C1=CC=C(C#N)C=C1)C(C)(C)C